CCCCCC/C=C\\CCCCCCCCCC(=O)OC[C@H](COP(=O)([O-])OCC[N+](C)(C)C)O The molecule is a lysophosphatidylcholine 18:1 in which the acyl group specified as position 1 is (11Z)-octadecenoyl. It derives from a cis-vaccenic acid.